N1=NCN2C1=NC(C=C2)=O [1,2,4]triazolo[4,3-a]pyrimidin-7-one